CN1CCN(CC1)C=1C=CC(=NC1)NC=1C=CC(=C2CNC(C12)=O)C1=CNC2=NC(=CC=C21)C 7-[[5-(4-methyl-piperazin-1-yl)-2-pyridyl]amino]-4-(6-methyl-1H-pyrrolo[2,3-b]pyridin-3-yl)isoindolin-1-one